4-(p-hydroxyphenyl)-2-butanon OC1=CC=C(C=C1)CCC(C)=O